C(C)OC1=CC(=C(C=C1)NS(=O)(=O)C1=CC=C(C=C1)NC(NCC=1C=NC=CC1)=O)F 3-{4-[(4-ethoxy-2-fluorophenyl)sulfamoyl]phenyl}-1-(pyridin-3-ylmethyl)urea